ethyl (9Z)-21-(dimethylamino)heptacos-9-enoate CN(C(CCCCCCCCCC\C=C/CCCCCCCC(=O)OCC)CCCCCC)C